Cl.N1(CCNCC1)C=1N=CC2=C(N1)CCC2=O 2-(piperazin-1-yl)-6,7-dihydro-5H-cyclopenta[d]pyrimidin-5-one hydrochloride